N-(2,3-difluoro-4-((6-methoxy-7-(2-(methylamino)ethoxy)quinolin-4-yl)oxy)phenyl)-4-(difluoromethoxy)pyridine-3-carboxamide FC1=C(C=CC(=C1F)OC1=CC=NC2=CC(=C(C=C12)OC)OCCNC)NC(=O)C=1C=NC=CC1OC(F)F